Methoxynicotinamide COC1=C(C(=O)N)C=CC=N1